7-methoxy-1-{[(4S)-6-oxo-5-azaspiro[2.4]hept-4-yl]methoxy}isoquinoline-6-carboxamide COC1=C(C=C2C=CN=C(C2=C1)OC[C@@H]1C2(CC2)CC(N1)=O)C(=O)N